N1N=C(N=C1)CNC1=NC=C(C2=CC=CC=C12)[C@@H](C)N(C(=O)NC1=CC(=C(C=C1)F)Cl)C |r| Racemic-1-(1-(1-(((1H-1,2,4-triazol-3-yl)methyl)amino)isoquinolin-4-yl)ethyl)-3-(3-chloro-4-fluorophenyl)-1-methylurea